FC=1C=C2C(=NC1N1CCNCC1)N(C(=N2)C2=CC=C(C=C2)F)C2=CC=NC=C2 1-[6-fluoro-2-(4-fluorophenyl)-3-(pyridin-4-yl)-3H-imidazo[4,5-b]Pyridin-5-yl]piperazine